(R)-6-chloro-3-((1-(2-(6-fluoropyridin-3-yl)-3,6-dimethyl-4-oxo-3,4-dihydroquinazolin-8-yl)ethyl)amino)picolinic acid ClC1=CC=C(C(=N1)C(=O)O)N[C@H](C)C=1C=C(C=C2C(N(C(=NC12)C=1C=NC(=CC1)F)C)=O)C